C(C)(=O)O\N=C(/C1=C(C=C(C=C1)OC(COC)C)C)\C=1C=CC=2N(C3=CC=C(C=C3C2C1)[N+](=O)[O-])CC (Z)-(9-ethyl-6-nitro-9H-carbazol-3-yl)(4-((1-methoxypropane-2-yl)oxy)-2-methylphenyl)methanone O-acetyloxime